vinyl 2,4-furandicarboxylate O1C(=CC(=C1)C(=O)[O-])C(=O)OC=C